Tetrahydropyrane-4-thiol O1CCC(CC1)S